NC1=C(C=C(C=C1)C=C(C(C(=CC1=CC(=C(C=C1)N)OC)C)=O)C)OC 1,5-bis(4-amino-3-methoxyphenyl)-2,4-dimethylpentan-1,4-dien-3-one